ICCCCC/C=C/CCO (3E)-9-iodo-3-nonen-1-ol